[1-(2,6-Dioxopiperidin-3-yl)-3-methyl-2-oxo-1,3-benzodiazol-4-yl]-3,6-dihydro-2H-pyridine-1-carboxylic acid tert-butyl ester C(C)(C)(C)OC(=O)N1C(CC=CC1)C1=CC=CC=2N(C(N(C21)C)=O)C2C(NC(CC2)=O)=O